N1=CC(=CC=C1)CNC=1C=C2C(=NNC2=CC1)C(=O)N 5-((pyridin-3-ylmethyl)amino)-1H-indazole-3-carboxamide